CCCCC/C=C\\C[C@H](/C=C/C=C\\C/C=C\\CCCC(=O)[O-])O The molecule is a polyunsaturated fatty acid anion that is the conjugate base of 12(R)-HETE, obtained by deprotonation of the carboxy group; major species at pH 7.3. It is an icosanoid anion, a long-chain fatty acid anion, a HETE anion and a hydroxy polyunsaturated fatty acid anion. It is a conjugate base of a 12(R)-HETE.